C(C)(=O)C1=C(C2=C(N=C(N=C2)NC2=CC=C(C=N2)N2CCC(CC2)N(C)CC=2C=C(C=CC2)NC2C(NC(CC2)=O)=O)N(C1=O)C1CCCC1)C 3-((3-(((1-(6-((6-acetyl-8-cyclopentyl-5-methyl-7-oxo-7,8-dihydropyrido[2,3-d]pyrimidin-2-yl)amino)pyridin-3-yl)piperidin-4-yl)(methyl)amino)methyl)phenyl)amino)piperidine-2,6-dione